1-[{2-methyl-4-[(2-methylphenyl)diazenyl]phenyl}diazenyl]naphthalen-2-ol CC1=C(C=CC(=C1)N=NC1=C(C=CC=C1)C)N=NC1=C(C=CC2=CC=CC=C12)O